F[C@@H]1[C@H]2CCC[C@@H](C[C@@H]1OC1=CC=C(N=N1)C1=C(C=C(C=C1)C=1C=NC=C(C1)C)O)N2 2-(6-(((1r,2r,3s,5s)-2-fluoro-9-azabicyclo[3.3.1]non-3-yl)oxy)pyridazin-3-yl)-5-(5-methylpyridin-3-yl)phenol